COC1=C(C=C(C=C1)OC)C1=CC=C(C=C1)C=1N=NN(C1)C1=CC=NC=C1 4-(4-(2',5'-Dimethoxy-[1,1'-biphenyl]-4-yl)-1H-1,2,3-triazol-1-yl)pyridine